NCCC1=CC=C(C=C1)C1=C(C=C(C#N)C=C1)OC1=NC(=NC(=C1)C1=CN(C=C1)C)C 4-[4-(2-aminoethyl)phenyl]-3-[2-methyl-6-(1-methylpyrrol-3-yl)pyrimidin-4-yl]oxybenzonitrile